2-[[5-ethyl-3-methyl-4-(6-nitro-3-pyridinyl)pyrazol-1-yl]methoxy]ethyl-trimethyl-monosilane C(C)C1=C(C(=NN1COCC[Si](C)(C)C)C)C=1C=NC(=CC1)[N+](=O)[O-]